diethyl-heneicosane (E)-3-(4-methyl-1-phenylpent-1-en-1-yl)isoxazole-5,5(4H)-dicarboxylate CC(C/C=C(\C1=CC=CC=C1)/C1=NOC(C1)(C(=O)O)C(=O)O)C.C(C)C(CCCCCCCCCC)(CCCCCCCCCC)CC